2,2'-Methylen-bis-[6-(2H-benzotriazol-2-yl)-4-(methyl)phenol] C(C1=C(C(=CC(=C1)C)N1N=C2C(=N1)C=CC=C2)O)C2=C(C(=CC(=C2)C)N2N=C1C(=N2)C=CC=C1)O